BrC=1C=C2C=C(NC2=C(C1)F)C1=CC=C(C=C1)F 5-bromo-7-fluoro-2-(4-fluorophenyl)-1H-indole